[Cl-].[Cl-].C1(=CC=CC=C1)C(C)(CC)C1(C=CC=C1)[Zr+2]C1(C=CC=C1)C(C)(CC)C1=CC=CC=C1 bis((2-phenylbutan-2-yl)cyclopentadienyl)zirconium dichloride